CC1C(N(C2CC1C2)C(=O)C2=NC(=CC=C2N2N=CC=N2)C)CNC2=NC(=CC=C2)C(F)(F)F N-({4-methyl-2-[6-methyl-3-(2H-1,2,3-triazol-2-yl)pyridine-2-carbonyl]-2-azabicyclo[3.1.1]hept-3-yl}methyl)-6-(trifluoromethyl)pyridin-2-amine